2-(2'-(Methylamino)-4'-oxo-4'H-spiro[cyclopropane-1,7'-thiazolo[5,4-c]pyridin]-5'(6'H)-yl)-N-(pyrimidin-2-yl)acetamide CNC=1SC=2C(N(CC3(C2N1)CC3)CC(=O)NC3=NC=CC=N3)=O